4-(2-(azidomethyl)-4-bromo-5-chloro-2,3-dihydrobenzofuran-2-yl)thiazole N(=[N+]=[N-])CC1(OC2=C(C1)C(=C(C=C2)Cl)Br)C=2N=CSC2